methacryloxypropyldimethylsilyl ether C(C(=C)C)(=O)OCCC[Si](C)(C)O[Si](CCCOC(C(=C)C)=O)(C)C